7-(2,6-dioxapiperidin-3-yl)-6H-dispiro[pyrano[2,3-f]isoindole-2,1'-cyclohexane-4',2''-[1,3]dithiane]-6,8(7H)-dione N1OC(CCO1)N1C(C=2C=C3C(=CC2C1=O)OC1(CCC2(SCCCS2)CC1)C=C3)=O